thiocarbanate C(=S)[O-]